FC=1C=C(OC=2C=C(C(=O)O)C=C(C2)NC2=C(C=NC3=CC(=CC=C23)C2=COC3=C(C2=O)C=CC=C3)C(NO)=O)C=C(C1)F 3-(3,5-Difluorophenoxy)-5-((3-(hydroxycarbamoyl)-7-(4-oxo-4H-benzopyran-3-yl)quinolin-4-yl)amino)benzoic acid